6-bromo-4-ethyl-2-[(4-methoxyphenyl)methyl]-1,2,4-triazine-3,5-dione BrC=1C(N(C(N(N1)CC1=CC=C(C=C1)OC)=O)CC)=O